5-(5-Amino-4-((3-chloro-4-fluorophenyl)carbamoyl)-1-methyl-1H-pyrazol-3-yl)octahydropentalen-2-yl methanesulfonate CS(=O)(=O)OC1CC2CC(CC2C1)C1=NN(C(=C1C(NC1=CC(=C(C=C1)F)Cl)=O)N)C